C(#N)C1=CC=C(C=C1)C1=CN=C2N1C=CC(=C2)C(=O)O 3-(4-cyanophenyl)imidazo[1,2-a]pyridine-7-carboxylic acid